2,4,6-tritolylphenylbenzoyl methyl sulfone CS(=O)(=O)C(C1=C(C=CC=C1)C1=C(C=C(C=C1C1=C(C=CC=C1)C)C1=C(C=CC=C1)C)C1=C(C=CC=C1)C)=O